C(C)(C)(C)[PH+](C1=CC=C(C=C1)N(C)C)C(C)(C)C Di-tert-butyl-(4-dimethylaminophenyl)phosphonium